CNC(C1=C(C=CC=C1)SC1=CC=C2C(=NNC2=C1)C#CC1=NC(=CC=C1)OCCN1CCCC1)=O N-methyl-2-{[3-(2-{6-[2-(pyrrolidin-1-yl)ethoxy]pyridin-2-yl}ethynyl)-1H-indazol-6-yl]thio}benzamide